CC(CC(CC)=O)(C)C1=CC=CC=C1 5-Methyl-5-phenylhexan-3-on